BrC=1C=CN2C=CC=CC12 Bromo-indolizine